COC=1C=CC(=NC1)COC=1C=C2C(=NC1)OC(=N2)C2=NC=CN=C2 2-{6-[(5-methoxypyridin-2-yl)methoxy]-[1,3]oxazolo[5,4-b]pyridin-2-yl}pyrazine